C1=C(C=C2C=CC3=CC(=CC4=CC=C1C2=C34)C(=O)O)C(=O)O pyrene-2,7-dicarboxylic acid